BrC1=CC=C(C=C1)C1CC(C2CCCCN12)C 3-(4-bromophenyl)-1-methylindolizidine